Tert-butyl-((3R,5R)-1-(2-(6-chloro-1-(cyclopropylmethyl)-1H-pyrrolo[2,3-b]pyridin-2-yl)-4-methoxy-3-methylbenzo[b]thiophene-6-carbonyl)-5-fluoropiperidin-3-yl) carbamate C(N)(O[C@H]1C(N(C[C@@H](C1)F)C(=O)C=1C=C(C2=C(SC(=C2C)C2=CC=3C(=NC(=CC3)Cl)N2CC2CC2)C1)OC)C(C)(C)C)=O